ClC=1C(=C(C=CC1)C1=CC(=C(C=C1)N)Cl)N 3,3'-dichloro-2,4'-diaminobiphenyl